CN1N=C(N=N1)C(=O)NC1COC2=C1C=CC(=C2)C2=NOC(=N2)C 2-methyl-N-(6-(5-methyl-1,2,4-oxadiazol-3-yl)-2,3-dihydrobenzofuran-3-yl)-2H-tetrazole-5-carboxamide